(R)-6-(4-chlorobenzyl)-9-isopropyl-7,10-dioxo-2,6,9-triazaspiro[4.5]decane-2-carboxamide ClC1=CC=C(CN2[C@@]3(CCN(C3)C(=O)N)C(N(CC2=O)C(C)C)=O)C=C1